4-(4,4,4-trifluorobutoxy)benzoate FC(CCCOC1=CC=C(C(=O)[O-])C=C1)(F)F